N,N'-bis(2-mercaptoethyl)isophthalamide SCCNC(C1=CC(C(=O)NCCS)=CC=C1)=O